C1(CC1)CCC(C(=O)[O-])O 4-cyclopropyl-2-hydroxybutanoate